O1CC(NC2=C1C=CC=C2)=O 1,4-Benzoxazin-3-one